(3S,5S)-8-methyl-2-(N-methyl-N-((2,2,2-trifluoroacetyl)-L-alanyl)-L-leucyl)-6-oxo-2,7-diazaspiro[4.4]nonane-3-carboxamide CC1NC([C@]2(C[C@H](N(C2)C([C@@H](N(C([C@@H](NC(C(F)(F)F)=O)C)=O)C)CC(C)C)=O)C(=O)N)C1)=O